tert-butyl (S)-(1-(3-fluoro-3-methylazetidin-1-yl)-1-oxopropan-2-yl)carbamate FC1(CN(C1)C([C@H](C)NC(OC(C)(C)C)=O)=O)C